FC=1C(=NC=CC1)C1=CNC2=NC=CC(=C21)N2CC1(CCCCN1)CCC2 8-[3-(3-fluoro-2-pyridyl)-1H-pyrrolo[2,3-b]pyridin-4-yl]-1,8-diazaspiro[5.5]undecane